(R)-2-(2-methoxy-5-(methyl(2-methyl-4-((1-(2-methyl-3-(trifluoromethyl)phenyl)ethyl)amino)quinazolin-6-yl)amino)pyridin-3-yl)-N,N-dimethylacetamide formate C(=O)O.COC1=NC=C(C=C1CC(=O)N(C)C)N(C=1C=C2C(=NC(=NC2=CC1)C)N[C@H](C)C1=C(C(=CC=C1)C(F)(F)F)C)C